ClC1=CC=C(C=C1)[C@H](NC(=O)[C@@H]1CNC(O1)=O)C1=C(C(=CC=C1)F)F (S)-N-((S)-(4-chlorophenyl)(2,3-difluorophenyl)methyl)-2-oxooxazolidine-5-carboxamide